4-(4-amino-6-iodo-7-methyl-7H-pyrrolo[2,3-d]pyrimidin-5-yl)benzoic acid methyl ester COC(C1=CC=C(C=C1)C1=C(N(C=2N=CN=C(C21)N)C)I)=O